C(CCCCCCC)(=O)O 1-octanoic acid